3-(Benzyloxy)-1-ethylcyclobutane-1-ol C(C1=CC=CC=C1)OC1CC(C1)(O)CC